C1(=CC=CC=C1)S(=O)(=O)N1CCC2=CC(=CC=C12)[C@H]1[C@@H](C1)NC1CC2(C1)CCNCC2 trans-N-(2-(1-(benzenesulfonyl)indolin-5-yl)cyclopropyl)-7-azaspiro[3.5]Nonane-2-amine